diethoxymethyl-phenyl-silane C(C)OC(OCC)[SiH2]C1=CC=CC=C1